C(C1=CC=CC=C1)SC1=NOC2=C(C1=O)C=CC=C2 3-(benzylthio)-4H-benzo[e][1,2]oxazin-4-one